N6-(5-ethyl-1-{[2-(trimethylsilyl)ethoxy]methyl}-1H-pyrazol-3-yl)-5-methoxy-1,2-benzoxazole-3,6-diamine C(C)C1=CC(=NN1COCC[Si](C)(C)C)NC1=CC2=C(C(=NO2)N)C=C1OC